inositol 1,4-bisphosphate [C@H]1([C@H](C([C@H]([C@H](C1OP(=O)(O)O)O)O)OP(=O)(O)O)O)O